imidazolidin-2-oneOl N1(C(NCC1)=O)O